titanium-iron-nickel oxide [Ni]=O.[Fe].[Ti]